3-iodo-5-methyl-1-((2-(trimethylsilyl)ethoxy)methyl)-1H-pyrazolo[4,3-d]Pyrimidine-7-ol IC1=NN(C2=C1N=C(N=C2O)C)COCC[Si](C)(C)C